COC1=CC=C(C=C1)C1=NOC(=N1)N1CCC(CC1)C(=O)NC1=CC=C(C=C1)C 1-(3-(4-methoxyphenyl)-1,2,4-oxadiazol-5-yl)-N-(p-tolyl)piperidine-4-carboxamide